NC1=C(C=CC(=C1F)NCC1=CC=C(C=C1)C(F)(F)F)NC([C@@H]([C@H](CCCC)F)F)=O (2S,3S)-N-(2-Amino-3-fluoro-4-((4-(trifluoromethyl)benzyl)amino)phenyl)-2,3-difluoroheptanamid